(R)-7-(tert-butoxycarbonyl)-4-oxa-7-azaspiro[2.5]octane-5-carboxylic acid C(C)(C)(C)OC(=O)N1C[C@@H](OC2(CC2)C1)C(=O)O